methyl (2S)-3-(4-bromophenyl)-2-[(tert-butoxycarbonyl) amino]propanoate BrC1=CC=C(C=C1)C[C@@H](C(=O)OC)NC(=O)OC(C)(C)C